N[C@@H](C)C=1N(N=C2N=C(C=CC21)C2=C(C=C(C=C2C)C(F)(F)F)O)[C@H]2CCC(N(C2)C)=O |o1:1| (S)-5-(3-((S or R)-1-aminoethyl)-6-(2-hydroxy-6-methyl-4-(trifluoromethyl)phenyl)-2H-pyrazolo[3,4-b]pyridin-2-yl)-1-methylpiperidin-2-one